2-(2-chlorophenyl)-8-{(3S,4R)-3-[(5,5-dimethyl-2-oxo-1,3,2λ5-dioxaphosphinan-2-yl)oxy]-1-methylpiperidin-4-yl}-5,7-dihydroxy-4H-1-benzopyran-4-one ClC1=C(C=CC=C1)C=1OC2=C(C(C1)=O)C(=CC(=C2[C@@H]2[C@@H](CN(CC2)C)OP2(OCC(CO2)(C)C)=O)O)O